tert-Butyl (2-chloro-4-isobutyrylpyridin-3-yl)carbamate ClC1=NC=CC(=C1NC(OC(C)(C)C)=O)C(C(C)C)=O